CC1(OB(OC1(C)C)C1=C(OC=2C=C(C=CC2)NC(OC(C)(C)C)=O)C=CC=C1)C tert-butyl (3-(2-(4,4,5,5-tetramethyl-1,3,2-dioxaborolan-2-yl)phenoxy)phenyl)carbamate